6-fluoro-1-methyl-4-[4-methyl-4-(5-methyl-1,3-benzoxazol-2-yl)piperidin-1-yl]-2-oxo-1,2-dihydroquinoline-3-carbonitrile FC=1C=C2C(=C(C(N(C2=CC1)C)=O)C#N)N1CCC(CC1)(C=1OC2=C(N1)C=C(C=C2)C)C